5,7-dichloro-N-[(2S)-1-({(1S)-1-cyano-2-[(3S)-2-oxopyrrolidin-3-yl]ethyl}amino)-4,4-dimethyl-1-oxopentan-2-yl]-1H-indole-2-carboxamide ClC=1C=C2C=C(NC2=C(C1)Cl)C(=O)N[C@H](C(=O)N[C@@H](C[C@H]1C(NCC1)=O)C#N)CC(C)(C)C